BrC=1C(=C2C=3C(=NC(=NC3C1)Cl)N(CCO2)CC2=NN(C=C2)C(C2=CC=CC=C2)(C2=CC=CC=C2)C2=CC=CC=C2)Cl 9-bromo-2,8-dichloro-4-((1-trityl-1H-pyrazol-3-yl)methyl)-5,6-dihydro-4H-[1,4]oxazepino[5,6,7-de]quinazoline